ClC1=CC(=C(C(=C1)C)CC(=O)NC1OC2(OC1)CCC(CC2)C(=O)O)C [2-(4-chloro-2,6-dimethylphenyl)acetamido]-1,4-dioxaspiro[4.5]decane-8-carboxylic acid